N-[5-[5-cyano-2-[[(3R)-1-methylpyrrolidin-3-yl]methoxy]phenyl]pyrazolo[1,5-a]pyridin-2-yl]cyclopropanecarboxamide C(#N)C=1C=CC(=C(C1)C1=CC=2N(C=C1)N=C(C2)NC(=O)C2CC2)OC[C@H]2CN(CC2)C